2,3-diphenylquinoxaline-6-boronic acid C1(=CC=CC=C1)C1=NC2=CC=C(C=C2N=C1C1=CC=CC=C1)B(O)O